[2H]C(N1C=2N(C3=CC=C(C=C3C1=O)S(=O)(=O)NC1(CC1)C)[C@H](CN2)C)(C=2C=NN(C2)C)[2H] (S)-4-(dideutero(1-methyl-1H-pyrazol-4-yl)methyl)-1-methyl-N-(1-methylcyclopropyl)-5-oxo-1,2,4,5-tetrahydroimidazo[1,2-a]quinazoline-7-sulfonamide